C[C@@](C(=O)O)([C@H](CC)C)NC(C(F)(F)F)=O (2S,3S)-2,3-dimethyl-2-(2,2,2-trifluoroacetamido)pentanoic acid